N-(4-(Chlorodifluoromethoxy)phenyl)-6-((R)-3-hydroxypyrrolidin-1-yl)-5-(1-(tetrahydro-2H-pyran-2-yl)-1H-pyrazol-5-yl)nicotinamide ClC(OC1=CC=C(C=C1)NC(C1=CN=C(C(=C1)C1=CC=NN1C1OCCCC1)N1C[C@@H](CC1)O)=O)(F)F